5-methyl-1-(4-(3-(trifluoromethyl)benzyl)pyridin-2-yl)-1,5,6,7-tetrahydro-4H-pyrazolo[4,3-c]pyridin-4-one CN1C(C2=C(CC1)N(N=C2)C2=NC=CC(=C2)CC2=CC(=CC=C2)C(F)(F)F)=O